N-[1-[5-acetamido-2-(5-chloro-2-pyridinyl)-1,2,4-triazol-3-yl]ethyl]-3-chloro-5-(trifluoromethyl)benzamide C(C)(=O)NC=1N=C(N(N1)C1=NC=C(C=C1)Cl)C(C)NC(C1=CC(=CC(=C1)C(F)(F)F)Cl)=O